(3S,4r,5R)-1-(2-methylphenethyl)piperidine-3,4,5-triol CC1=C(CCN2C[C@@H](C([C@@H](C2)O)O)O)C=CC=C1